2-[(4-methoxyphenyl)methyl]-6-(6-spiro[2H-benzofuran-3,1'-cyclopropane]-4-yloxy-3-pyridyl)-4H-imidazo[4,5-c]pyrazol-5-one COC1=CC=C(C=C1)CN1N=C2C(=C1)NC(N2C=2C=NC(=CC2)OC2=CC=CC1=C2C2(CC2)CO1)=O